BrC1=C(NC(=C1F)Br)C(=O)OC methyl 3,5-dibromo-4-fluoro-1H-pyrrole-2-carboxylate